OCCCCCCS(=O)(=O)[O-].[Na+] sodium 6-hydroxyhexane-1-sulfonate